CC1=NC2=CC=C(C=C2C=N1)CN1C[C@H](CC1)OC=1C=C2CN(C(C2=CC1)=O)C1C(NC(CC1)=O)=O 3-(5-(((S)-1-((2-Methylquinazolin-6-yl)methyl)pyrrolidin-3-yl)oxy)-1-oxoisoindolin-2-yl)piperidine-2,6-dione